ClC1=C(C=C2C=C(N=CC2=C1)NC(=O)[C@H]1C(C1)C1CCOCC1)N1CCN(CC1)[C@@]1(COC[C@@H]1F)C (R)-N-[7-chloro-6-[4-((3R,4R)-4-fluoro-3-methyl-tetrahydrofuran-3-yl)piperazin-1-yl]-3-isoquinolinyl]-2-tetrahydropyran-4-yl-cyclopropanecarboxamide